S1C=NC2=C1C=C(C=C2)NC2=NC1=C(C=CC=C1C=N2)OC2CCC(CC2)O 4-{[2-(benzo[d]thiazol-6-ylamino)quinazolin-8-yl]oxy}cyclohexanol